cis-N-(3-bromo-2,4-difluorophenyl)-5-methylpyridine-3-sulfonamide BrC=1C(=C(C=CC1F)NS(=O)(=O)C=1C=NC=C(C1)C)F